FC1(C(OC(C2=CC=C(C=C12)NC1=NC=C(C(=N1)N[C@H](CO)C1=CC=CC=C1)C1=NC(=NO1)C12CCN(CC1)CC2)=O)C)F 4,4-difluoro-6-((4-(((S)-2-hydroxy-1-phenylethyl)amino)-5-(3-(quinuclidin-4-yl)-1,2,4-oxadiazol-5-yl)pyrimidin-2-yl)amino)-3-methylisochroman-1-one